N-[(pyridin-3-yl)methyl]acetamide N1=CC(=CC=C1)CNC(C)=O